OC1=C(C(NC2=CC(=C(C=C12)OC)C(F)(F)F)=O)C(=O)OC methyl 4-hydroxy-6-methoxy-2-oxo-7-(trifluoromethyl)-1,2-dihydroquinoline-3-carboxylate